FC=1C=C(C(=O)N=S(=O)(C)C2=C(C=CC=C2)F)C=CC1C1=NOC(=N1)C(F)(F)F 3-fluoro-N-((2-fluorophenyl)(methyl)(oxo)-lambda6-sulfanylidene)-4-(5-(trifluoromethyl)-1,2,4-oxadiazol-3-yl)benzamide